CC=1N=C2N(N=C(C=C2C)C=2C=CC3=C(C=NN(C3=O)C3CC(NCC3)C)N2)C1 2-(2,8-dimethylimidazo[1,2-b]pyridazin-6-yl)-6-(2-methyl-4-piperidyl)pyrido[2,3-d]pyridazin-5-one